ClC1=C(C(=CC=C1)Cl)NC(=O)C=1C(=C2C(=NC1)N(C=C2)COCC[Si](C)(C)C)NC N-(2,6-dichlorophenyl)-4-(methylamino)-1-((2-(trimethylsilyl)ethoxy)methyl)-1H-pyrrolo[2,3-b]pyridine-5-carboxamide